(S)-2-(1-(3-ethoxy-4-methoxyphenyl)-2-(methylsulfonyl)ethyl)-4-(11-hydroxyundecyl)isoindoline-1,3-dione C(C)OC=1C=C(C=CC1OC)[C@@H](CS(=O)(=O)C)N1C(C2=CC=CC(=C2C1=O)CCCCCCCCCCCO)=O